tert-butyl 5-[2-chloro-6-cyano-4-[1-methyl-1-[4-[(2-methylsulfanylpyrimidin-4-yl)methoxy]phenyl]ethyl]phenoxy]pentanoate ClC1=C(OCCCCC(=O)OC(C)(C)C)C(=CC(=C1)C(C)(C1=CC=C(C=C1)OCC1=NC(=NC=C1)SC)C)C#N